Cl.CNCC1CCNC2=CC=CC=C12 N-Methyl-1-(1,2,3,4-tetrahydroquinolin-4-yl)methanamine hydrochloride